[Si](C)(C)(C(C)(C)C)OCC=1C=NC(=NC1)Cl 5-(((tert-butyldimethylsilyl)oxy)methyl)-2-chloropyrimidine